OP(O)(=O)OP(=O)(O)O.C(C)(C)(C)C1=C(C=CC(=C1)C(C)(C)C)C1=CC=C(C=C1)C1=CC=CC=C1 (2,4-di-tert-butylphenyl-4,4'-biphenyl) diphosphate